FC1=C(C=CC=C1F)C1=CSC=C1OC 3-(2,3-difluorophenyl)-4-methoxythiophene